3-(1-oxo-5-(((S)-1-((2-((tetrahydro-2H-pyran-4-yl)oxy)quinolin-6-yl)methyl)pyrrolidin-3-yl)oxy)isoindolin-2-yl)piperidine-2,6-dione O=C1N(CC2=CC(=CC=C12)O[C@@H]1CN(CC1)CC=1C=C2C=CC(=NC2=CC1)OC1CCOCC1)C1C(NC(CC1)=O)=O